The molecule is an organosulfur heterocyclic compound produced by a marine bacterium Alteromonas rava and has been shown to exhibit antibacterial activity against Gram-positive and Gram-negative bacteria. It has a role as an antibacterial agent, an antimicrobial agent and a bacterial metabolite. It is an enoate ester, a lactam and an organosulfur heterocyclic compound. CC[C@@H]([C@H](C)/C=C/C[C@H]1CO[C@H]([C@@H]([C@@H]1O)O)[C@@H](/C(=C/C(=O)OCCCCCCCC(=O)NC2=C3C(=CSS3)NC2=O)/C)O)O